C(C)N1C2=CC=CC=C2SC=2C=C(C=CC12)C(=O)CCCCCC (10-ethyl-10H-phenothiazin-3-yl)-1-hexyl ketone